(S)-3-amino-3-(4,4'-difluoro-2',5,6'-trimethyl-[1,1'-biphenyl]-3-yl)propionic acid ethyl ester hydrochloride Cl.C(C)OC(C[C@@H](C=1C=C(C=C(C1F)C)C1=C(C=C(C=C1C)F)C)N)=O